C(CCCCCCCC)C1CCCCCCCCCC1 n-nonyl-cycloundecane